methyl 6-tert-butylfuro[2,3-b]pyrazine-2-carboxylate C(C)(C)(C)C1=CC=2C(=NC=C(N2)C(=O)OC)O1